[(3R,4S,5S,6R)-3,4,5-trihydroxy-6-(hydroxymethyl)oxan-2-yl]oxyoxan O[C@H]1C(O[C@@H]([C@H]([C@@H]1O)O)CO)OC1OCCCC1